N,N-bis(3-(dimethylamino)propyl)acrylamide CN(CCCN(C(C=C)=O)CCCN(C)C)C